(2-hydroxyethyl)-ETHYLENEDIAMINE OCCNCCN